N-(4-(2-((5-fluoro-2-((4-(4-methylpiperazin-1-yl)phenyl)amino)pyrimidin-4-yl)amino)ethyl)phenyl)acrylamide FC=1C(=NC(=NC1)NC1=CC=C(C=C1)N1CCN(CC1)C)NCCC1=CC=C(C=C1)NC(C=C)=O